NC1=C(C=C(C=C1)C1=CC=C(C=C1)F)NC(=O)C=1C=CC=2CCS(=NC2C1)(=O)C N-[2-amino-5-(4-fluorophenyl)phenyl]-3-methyl-3-oxo-3-thia-2-azabicyclo[4.4.0]decane-1(6),2,7,9-tetraene-9-carboxamide